(R)-4-(N-(3-(tert-butyl)-5-cyclopropylbenzyl)-3-(N-(4-chlorobenzyl)-(2,3,4,5,6-pentafluorophenyl)sulfonamido)butanamido)-2-hydroxybenzoic acid C(C)(C)(C)C=1C=C(CN(C(C[C@@H](C)N(S(=O)(=O)C2=C(C(=C(C(=C2F)F)F)F)F)CC2=CC=C(C=C2)Cl)=O)C2=CC(=C(C(=O)O)C=C2)O)C=C(C1)C1CC1